N-(4-methoxyphenyl)-N-phenylethanesulfonamide COC1=CC=C(C=C1)N(S(=O)(=O)CC)C1=CC=CC=C1